thio-sulfuric acid S(O)(O)(=S)=O